3-(3-(4-((2,5-difluorophenoxy)methyl)benzyl)isoxazol-5-yl)pyridin-2-amine FC1=C(OCC2=CC=C(CC3=NOC(=C3)C=3C(=NC=CC3)N)C=C2)C=C(C=C1)F